7-Hydroxyindoline OC=1C=CC=C2CCNC12